FC(C)(F)C1=NC=CC(=N1)NC1=CC(=NC=C1C=1SC=2CN(CCC2N1)C)NC(=O)NC 1-(4-((2-(1,1-difluoroethyl)pyrimidin-4-yl)amino)-5-(5-methyl-4,5,6,7-tetrahydrothiazolo[5,4-c]pyridin-2-yl)pyridin-2-yl)-3-methylurea